C(#N)C1=C(OC=2C=C3C(N(C=NC3=CC2)C2CC3(C2)CCN(CC3)CC3(CCNCC3)O)=O)C(=CC=C1NS(N(C)CC)(=O)=O)F 6-[2-cyano-3-[[ethyl(methyl)sulfamoyl]amino]-6-fluoro-phenoxy]-3-[7-[(4-hydroxy-4-piperidyl)methyl]-7-azaspiro[3.5]nonan-2-yl]-4-oxo-quinazoline